CN(C)CCN1N=NC(=C1I)CSC1=CC=C(C=C1)OC 1-[2-(N,N-dimethylamino)ethyl]-5-iodo-4-[(4-methoxyphenyl)thiomethyl]-1H-1,2,3-triazole